C(CC(O)(C(=O)[O-])CC(=O)[O-])(=O)[O-].CC1=C(C=NC(=C1)C)[C@H]1[NH+](CCC1)C.CC1=C(C=NC(=C1)C)[C@H]1[NH+](CCC1)C.CC1=C(C=NC(=C1)C)[C@H]1[NH+](CCC1)C (2S)-2-(4,6-dimethylpyridin-3-yl)-1-methylpyrrolidin-1-ium citrate